D-glucosamine potassium chloride [Cl-].[K+].OC1[C@H](N)[C@@H](O)[C@H](O)[C@H](O1)CO